4-(2-Chloro-5-isopropylphenyl)-N-(4-(2-hydroxyethoxy)-2,6-dimethylphenyl)picolinamide ClC1=C(C=C(C=C1)C(C)C)C1=CC(=NC=C1)C(=O)NC1=C(C=C(C=C1C)OCCO)C